FC(C(C)C=1C=C(C=CC1)N1C(C2=CC=CC(=C2C1)C(F)(F)F)=O)C1=NN=CN1C trans-2-(3-(1-fluoro-1-(4-methyl-4H-1,2,4-triazol-3-yl)propan-2-yl)phenyl)-4-(trifluoromethyl)isoindolin-1-one